N-[1-(2-chloro-5-hydroxy-phenyl)cyclopropyl]propanamide ClC1=C(C=C(C=C1)O)C1(CC1)NC(CC)=O